CC1=NOC(=C1NC(=O)C1=NN(C(=CC1=O)C)C1=CC=CC=C1)C N-(3,5-dimethylisoxazol-4-yl)-6-methyl-4-oxo-1-phenyl-1,4-dihydropyridazine-3-carboxamide